4,4a,5,9b-Tetra-hydroindeno[1,2-d]-m-dioxin O1COCC2C1C1=CC=CC=C1C2